O=C1NC=CC=C1 oxo-1,2-dihydropyridin